(R)-tert-butyl 4a-(4-ethylpicolinoyl)-1-(4-fluorophenyl)-4a,5,7,8-tetrahydro-1H-pyrazolo[3,4-g]isoquinoline-6(4H)-carboxylate C(C)C1=CC(=NC=C1)C(=O)[C@@]12CC3=C(C=C2CCN(C1)C(=O)OC(C)(C)C)N(N=C3)C3=CC=C(C=C3)F